dihydrospiro[cyclopentane-1,1'-inden] C12(CCC3=CC=CC=C13)CCCC2